Dimethyl (2-methyl-4-(phenylethynyl)-1,2-dihydroisoquinolin-1-yl)phosphonate CN1C(C2=CC=CC=C2C(=C1)C#CC1=CC=CC=C1)P(OC)(OC)=O